C1(CCCC1)C1=CC(=NC(=N1)C)OC=1C=C(C#N)C=CC1N1N=CC(=C1)N1CCNCCC1=O 3-(6-cyclopentyl-2-methylpyrimidin-4-yl)oxy-4-[4-(7-oxo-1,4-diazepan-1-yl)pyrazol-1-yl]benzonitrile